CN1C(C(=NC2=CC=CC(=C12)F)C)=O methyl-5-fluoro-2-methyl-3-oxo-3,4-dihydroquinoxaline